C(CCCCC)C(C(=O)[O-])(CCCCN(CCO)CCCCCC(=O)OCCCC(CCCCCC)CCCCCC)CCCCCCCCCC hexyldecyl-6-[[6-(4-hexyldecoxy)-6-oxo-hexyl]-(2-hydroxyethyl)amino]hexanoate